FC1(CNC(COC1C1=CC=CC=C1)=O)F 6,6-difluoro-7-phenyl-1,4-oxazepan-3-one